1-(1-(4-methoxyphenyl)vinyl)-1H-indole COC1=CC=C(C=C1)C(=C)N1C=CC2=CC=CC=C12